(S)-2-[N-(1-ethoxycarbonyl-3-phenyl-propyl)alanyl]-2-azabicyclo[3.3.0]octane-3-carboxylic acid C(C)OC(=O)C(CCC1=CC=CC=C1)N[C@@H](C)C(=O)N1[C@H]2CCCC2CC1C(=O)O